FC1=CC(=C(C=C1)C1=CC=C2CNC(C2=C1)=O)C1=NN=CN1C 6-(4-fluoro-2-(4-methyl-4H-1,2,4-triazol-3-yl)phenyl)-isoindolin-1-one